1-(2-Azido-6-hydroxy-4-methylphenyl)-3-(1-benzofuran-5-yl)prop-2-en-1-one N(=[N+]=[N-])C1=C(C(=CC(=C1)C)O)C(C=CC=1C=CC2=C(C=CO2)C1)=O